C1#CCCCCCCCCCCCCCCCC1 cyclooctadecyn